C(CCCCCCCCCCC)N1N=NC2=C1C=CC=C2 1-dodecyl-1H-benzo[d][1,2,3]triazole